2-{[(4s)-6-[3-(trifluoromethoxy)benzamido]spiro[3.3]heptan-2-yl]oxy}-5H,7H,8H-pyrano[4,3-b]pyridine-3-carboxamide FC(OC=1C=C(C(=O)NC2CC3(CC(C3)OC3=C(C=C4C(=N3)CCOC4)C(=O)N)C2)C=CC1)(F)F